N-((R)-(2-((R)-1-amino-2-(tert-butoxy)ethyl)imidazo[1,2-b]pyridazin-7-yl)(cyclopropyl)methyl)-2-(3,3-difluorocyclobutyl)acetamide N[C@@H](COC(C)(C)C)C=1N=C2N(N=CC(=C2)[C@H](NC(CC2CC(C2)(F)F)=O)C2CC2)C1